CCCCCCCCC(CC)(OC(=O)C)OC(=O)C 9-diacetoxyundecane